OC[C@H](C)N1C=NC2=C(C1=O)C=C(N=C2C=2C=NC=CC2)C=2C=NC(=CC2)C (S)-3-(1-hydroxy-propan-2-yl)-6-(6-methylpyridin-3-yl)-8-(pyridin-3-yl)pyrido[3,4-d]pyrimidin-4(3H)-one